2-methyl-N-(1-(1-methyl-2-oxo-1,2-dihydrobenzo[cd]indol-6-yl)cyclopropyl)-5-(3-(pyrrolidin-1-yl)azetidin-1-yl)benzamide CC1=C(C(=O)NC2(CC2)C=2C=3C4=C(C(N(C4=CC2)C)=O)C=CC3)C=C(C=C1)N1CC(C1)N1CCCC1